5-(3-(((S)-1-(1H-1,2,4-triazol-1-yl)propan-2-yl)oxy)-4-chlorophenyl)-N-(3-(3-methoxy-2,2-dimethylpropoxy)-1-((1r,4r)-4-morpholinocyclohexyl)-1H-pyrazol-4-yl)pyrimidin-2-amine N1(N=CN=C1)C[C@H](C)OC=1C=C(C=CC1Cl)C=1C=NC(=NC1)NC=1C(=NN(C1)C1CCC(CC1)N1CCOCC1)OCC(COC)(C)C